(2R,6R)-N-[4-fluoropyrrolidin-3-yl]-4-(8-iodo-5-quinolinyl)-6-methyl-morpholine-2-carboxamide FC1C(CNC1)NC(=O)[C@H]1CN(C[C@H](O1)C)C1=C2C=CC=NC2=C(C=C1)I